(1R,8S)-1-amino-8-ethyl-4-fluoro-8-hydroxy-3-methyl-11,14-dihydro-1H-cyclopenta[de]pyrano[3',4':6,7]indolizino[1,2-b]quinoline-9,12(2H,8H)-dione hydrochloride Cl.N[C@@H]1CC=2C=3C1=C1C(=NC3C=C(C2C)F)C2=CC3=C(C(N2C1)=O)COC([C@]3(O)CC)=O